C(#N)C1=C(C=CC2=C1O[C@H]1[C@@H](N2)CN(CC1)C(=O)OC(C)(C)C)[N+](=O)[O-] tert-butyl (4aR,10aS)-6-cyano-7-nitro-4,4a,10,10a-tetrahydro-1H-benzo[b]pyrido[3,4-e][1,4]oxazine-2(3H)-carboxylate